C1(=CC(=CC=C1)C(C(=O)N)CC1=CC=CC=C1)C 2-(m-tolyl)-3-phenylpropionamide